3-(4-((8-Aminooctyl)thio)-1-oxoisoindolin-2-yl)piperidine-2,6-dione NCCCCCCCCSC1=C2CN(C(C2=CC=C1)=O)C1C(NC(CC1)=O)=O